CC1(C(CC(CC1)=O)=O)C 4,4-dimethylcyclohexane-1,3-dione